ClC=1C(=NC(=C(C(=O)NC2=CC(=C(C=C2)F)C(N)=NC#N)C1)N1CCC(CCC1)(F)F)C(F)(F)F 5-chloro-N-(3-(N'-cyanoamidino)-4-fluorophenyl)-2-(4,4-difluoroazepan-1-yl)-6-trifluoromethylnicotinamide